(S)-quinuclidin-3-yl (5-(4-chloro-3-methoxyphenyl)-2,2-dimethyl-2,3-dihydro-1H-inden-1-yl)carbamat ClC1=C(C=C(C=C1)C=1C=C2CC(C(C2=CC1)NC(O[C@@H]1CN2CCC1CC2)=O)(C)C)OC